2-((4-cyano-2-methylphenyl)amino)-N-(6-methoxy-2-methylpyridin-3-yl)-5-(trifluoromethoxy)benzamide C(#N)C1=CC(=C(C=C1)NC1=C(C(=O)NC=2C(=NC(=CC2)OC)C)C=C(C=C1)OC(F)(F)F)C